(1S,2R)-1-(2-chloro-5-fluorophenyl)-1-(1,5-dimethyl-1H-pyrazol-3-yl)propan ClC1=C(C=C(C=C1)F)[C@H](CC)C1=NN(C(=C1)C)C